heptylene phosphate P1(=O)(OCCCCCCCO1)[O-]